CC1=NC(=CC=C1)C=1C=NC2=CC=CC=C2C1 2-methyl-6-(quinoline-3-yl)pyridine